NCCNC(=O)C1=C(C(=C(S1)NC(C(CC)C1=CC=C(C=C1)F)=O)C(=O)OC)C Methyl 5-((2-aminoethyl) carbamoyl)-2-(2-(4-fluorophenyl) butyrylamino)-4-methylthiophene-3-carboxylate